phosphoric acid 3-[(2-cyclopropyl-4-{[(2Z)-imidazolidin-2-ylidene] carbamoyl} phenyl) amino]-2-methylphenyl diethyl ester C(C)OP(OC1=C(C(=CC=C1)NC1=C(C=C(C=C1)C(N=C1NCCN1)=O)C1CC1)C)(OCC)=O